C(\C=C/CCCCCCCC)(C(=O)O)C(=O)O cis-2-undecene-1,1-dicarboxylic acid